3-(indolin-1-yl)-4-phenyl-1H-pyrrole-2,5-dione N1(CCC2=CC=CC=C12)C=1C(NC(C1C1=CC=CC=C1)=O)=O